2-(5-(2-Fluoropyridin-4-yl)-2,3-dihydro-1H-inden-4-yl)-acetic acid tert-butyl ester C(C)(C)(C)OC(CC1=C2CCCC2=CC=C1C1=CC(=NC=C1)F)=O